FC=1C=C(C=C(C1)OCCOC)B1OC(C(O1)(C)C)(C)C 2-(3-fluoro-5-(2-methoxyethoxy)phenyl)-4,4,5,5-tetramethyl-1,3,2-dioxaborolane